3-(5-(3-(hydroxymethyl)azetidin-1-yl)-3,3-dimethyl-2-oxoindolin-1-yl)piperidine-2,6-dione OCC1CN(C1)C=1C=C2C(C(N(C2=CC1)C1C(NC(CC1)=O)=O)=O)(C)C